FC(OC1C(CCCCCCCCCCCCC1)=O)(F)F 2-(trifluoromethoxy)cyclopentadecan-1-one